BrC=1C=C(C=NC1OC)CO (5-bromanyl-6-methoxy-pyridin-3-yl)methanol